1-(1-benzylpyrazol-4-yl)-4-(1,3-dioxolan-2-yl)piperidine C(C1=CC=CC=C1)N1N=CC(=C1)N1CCC(CC1)C1OCCO1